butyryl 2-ethylhexanoyl peroxide C(C)C(C(=O)OOC(CCC)=O)CCCC